2-((2S,3S,4S,5R)-4-(benzyloxy)-5-(((S)-2,2-dimethyl-1,3-dioxolan-4-yl)methyl)-3-((4-methoxybenzyl)oxy)tetrahydrofuran-2-yl)acetaldehyde C(C1=CC=CC=C1)O[C@@H]1[C@H]([C@@H](O[C@@H]1C[C@@H]1OC(OC1)(C)C)CC=O)OCC1=CC=C(C=C1)OC